(3-((6-(1,4-dimethyl-1H-pyrazol-5-yl)-3,5-difluoropyridin-2-yl)oxy)azetidin-1-yl)(5-(2-methylthiazol-5-yl)-4,5-dihydro-1H-pyrazol-1-yl)methanone CN1N=CC(=C1C1=C(C=C(C(=N1)OC1CN(C1)C(=O)N1N=CCC1C1=CN=C(S1)C)F)F)C